NC1=NN=C(S1)C#CC(C)(O)C 4-(5-amino-1,3,4-thiadiazol-2-yl)-2-methylbut-3-yn-2-ol